C1(=CC=CC=C1)CC(=O)N[C@@H](C)C(=O)O Phenylacetylalanine